1-(3-chloro-5-fluorophenyl)-3-(3-fluoro-5-methoxyphenyl)urea ClC=1C=C(C=C(C1)F)NC(=O)NC1=CC(=CC(=C1)OC)F